N-(4-p-tolylanilinophenyl)maleimide C1(=CC=C(C=C1)C1=CC=C(NC2=C(C=CC=C2)N2C(C=CC2=O)=O)C=C1)C